FC(C=1C(=CC(=NC1)C#C)C1=NC=2C=CC3=C(C2C=C1)C1=C(S3)CN[C@@H](CN1)C)F (R)-3-(5-(difluoromethyl)-2-ethynylpyridin-4-yl)-10-methyl-9,10,11,12-tetrahydro-8H-[1,4]diazepino[5',6':4,5]thieno[3,2-f]quinolin